FC1=CC=C(C=C1)C1=NOC(=C1COC1=C(C#N)C=CC=N1)C([2H])([2H])[2H] (3-(4-fluorophenyl)-5-(methyl-d3)isoxazol-4-yl-methoxy)nicotinonitrile